C1(CCCCC1)C[C@@H](C(=O)NC(CC1C(NC(C1)(C)C)=O)C=O)NC(OC1C(CCC1)CC1=CC(=CC=C1)Cl)=O 2-(3-chlorobenzyl)cyclopentyl ((2S)-3-cyclohexyl-1-((1-(5,5-dimethyl-2-oxopyrrolidin-3-yl)-3-oxopropan-2-yl)amino)-1-oxopropan-2-yl)carbamate